NC1=C2C(=NC=N1)N(N=C2C2=CC1=C(C(=NO1)N)C=C2)CCCCN 6-(4-amino-1-(4-aminobutyl)-1H-pyrazolo[3,4-d]pyrimidin-3-yl)benzo-[d]isoxazol-3-amine